C1(=NN=CC2=CC=CC=C12)SCC(=O)C1=CC=C(S1)CNC(C(C)(C)C)=O N-((5-(2-(phthalazin-1-ylthio)acetyl)thiophen-2-yl)methyl)pivalamide